CNC1=C2C(=NC(=C1)NC1=CC=C(C3=C1OCCO3)C(=O)N3CCOCC3)NC=C2C(F)(F)F (8-((4-(methylamino)-3-(trifluoromethyl)-1H-pyrrolo[2,3-b]pyridin-6-yl)amino)-2,3-dihydrobenzo[b][1,4]dioxin-5-yl)(morpholino)methanone